[Br-].[K+] Kalium Bromid